O-ethyl-O'-n-butyldithiophosphoric acid C(C)OP(S)(OCCCC)=S